1-(3-chloro-5-methoxyphenyl)-1H-pyrazole ClC=1C=C(C=C(C1)OC)N1N=CC=C1